methylethoxyphenylboronic acid CC=1C(=C(C=CC1)B(O)O)OCC